C(C=C)(=O)NC1=CC(=NC2=CC(=CC=C12)C(=O)OCC)C1=CC=C(C=C1)C(C)(C)C ethyl 4-acrylamido-2-(4-(tert-butyl)phenyl)quinoline-7-carboxylate